nitrogen diacetate C(C)(=O)[O-].C(C)(=O)[O-].[N+2]